ClC1=CC(=C(C=C1)N1C(N2[C@@H](CN([C@@H](C2)CC)C=2C(=NC(=CC2)C=2C(=NC=CC2)OC)C(=O)O)C1)=O)C(F)(F)F 3-[(6R,8aS)-2-[4-chloro-2-(trifluoromethyl)phenyl]-6-ethyl-3-oxo-5,6,8,8a-tetrahydro-1H-imidazo[1,5-a]pyrazin-7-yl]-6-(2-methoxy-3-pyridinyl)pyridine-2-carboxylic acid